7-bromo-3-(ethylsulfanyl)imidazo[1,2-a]pyridine-2-carboxylic acid ethyl ester C(C)OC(=O)C=1N=C2N(C=CC(=C2)Br)C1SCC